(1-(naphthalen-1-yl)-2-(4,4,5,5-tetramethyl-1,3,2-dioxaborolan-2-yl)allyl)diphenylphosphine oxide C1(=CC=CC2=CC=CC=C12)C(C(=C)B1OC(C(O1)(C)C)(C)C)P(C1=CC=CC=C1)(C1=CC=CC=C1)=O